COC1=CC2=C(NC=3N(CC2)N=C(C3C#N)C3=CC=C(C=C3)OC3=CC=CC=C3)C=C1 7-methoxy-2-(4-phenoxyphenyl)-9,10-dihydro-4H-benzo[d]pyrazolo[1,5-a][1,3]diazepine-3-carbonitrile